(3R,4R)-1-(6-Chloro-1-((S)-1-(5-chloropyridin-2-yl)ethyl)-1H-benzo[d]imidazol-2-yl)-4-fluoropiperidin-3-amin-hydrochlorid Cl.ClC=1C=CC2=C(N(C(=N2)N2C[C@H]([C@@H](CC2)F)N)[C@@H](C)C2=NC=C(C=C2)Cl)C1